3-[(4,4-difluorocyclohexyl)methyl]-4-[(5-fluoropyrimidin-2-yl)methyl]-4,5-dihydro-1,2,4-oxadiazol-5-one FC1(CCC(CC1)CC1=NOC(N1CC1=NC=C(C=N1)F)=O)F